C(CC)N1N=CC(=C1)C=1C2=C(N=C(N1)NC1=CC=C(C(=O)NCCCCCCNC(OC(C)(C)C)=O)C=C1)N(C=C2)S(=O)(=O)C2=CC=C(C)C=C2 tert-butyl (6-(4-((4-(1-propyl-1H-pyrazol-4-yl)-7-tosyl-7H-pyrrolo[2,3-d]pyrimidin-2-yl)amino)benzamido)hexyl)carbamate